tert-butyl 3-[(5-{2-fluoro-8-hydroxy-6-[(triisopropylsilyl)oxy]naphthalen-1-yl}pentyl)oxy]azepane-1-carboxylate FC1=C(C2=C(C=C(C=C2C=C1)O[Si](C(C)C)(C(C)C)C(C)C)O)CCCCCOC1CN(CCCC1)C(=O)OC(C)(C)C